C1(=CC=CC=C1)C(C1=CC=CC=C1)=NC1=CSC=2N=CN(C(C21)=O)CC 5-((Diphenylmethylene)amino)-3-ethylthieno[2,3-d]pyrimidin-4(3H)-one